ethyl-2-(3-(difluoromethyl)-4,4a-dihydrospiro[cyclopropa[3,4]cyclopenta[1,2-c]pyrazole-5,2'-[1,3]dithiolane]-1(3bH)-yl)acetate C(C)OC(CN1N=C(C2=C1C1(SCCS1)C1C2C1)C(F)F)=O